FC=1C=C(C=C(C1)F)[C@@H]1N(OCC1)C1=CC(=NC=C1)NC=1C(=CC(=C(C1)NC(C=C)=O)N1CCN(CC1)C)OC (R)-N-(5-((4-(3-(3,5-difluorophenyl)isoxazolidin-2-yl)pyridin-2-yl)amino)-4-methoxy-2-(4-methylpiperazin-1-yl)phenyl)acrylamide